6'-(((1S,3S)-3-((6-(Ethylthio)-1,2,4-triazin-3-yl)amino)cyclopentyl)amino)-2H-[1,3'-bipyridin]-2-one C(C)SC1=CN=C(N=N1)N[C@@H]1C[C@H](CC1)NC1=CC=C(C=N1)N1C(C=CC=C1)=O